CC1=NN=C(S1)C2CCC(NC2)OC3=CC=C(C=C3)C(F)(F)F 2-Methyl-5-(6-(4-(2-trifluoromethyl)phenoxy)piperidin-3-yl)-1,3,4-thiadiazole